N-(4-amino-2-methoxyphenyl)acrylamide NC1=CC(=C(C=C1)NC(C=C)=O)OC